2-[2-(4-fluoro-2-methylphenoxymethyl)-5-methoxypyridin-4-yl]-1H,4H,5H,6H,7H-pyrrolo[3,2-c]pyridin-4-one FC1=CC(=C(OCC2=NC=C(C(=C2)C2=CC=3C(NCCC3N2)=O)OC)C=C1)C